5-(4-(3-(7-fluoro-5-methyl-1-oxo-1,2-dihydroisoquinolin-3-yl)propanoyl)piperazin-1-yl)picolinonitrile FC1=CC(=C2C=C(NC(C2=C1)=O)CCC(=O)N1CCN(CC1)C=1C=CC(=NC1)C#N)C